P(=O)(OC)(OOC(CC)CCCCCCCCCCCCC)OCCC methyl (3-hexadecyloxy) propyl phosphate